Ethyl-trimethyl-silane C(C)[Si](C)(C)C